N-ethyl-N'-(4-piperidyl)oxamide C(C)NC(=O)C(=O)NC1CCNCC1